N-(2-(dimethylamino)ethyl)-5-(4-hydroxy-3-methoxyphenyl)thiophene-2-carboxamide CN(CCNC(=O)C=1SC(=CC1)C1=CC(=C(C=C1)O)OC)C